(1S,2S,5R)-2-(but-2-en-2-yl)-3,8-diazabicyclo[3.2.1]octane-8-carboxylic acid tert-butyl ester C(C)(C)(C)OC(=O)N1[C@@H]2[C@@H](NC[C@H]1CC2)C(C)=CC